4-amino-N-methyl-7-(trifluoromethyl)-N-(7-(trifluoromethyl)isochroman-4-yl)imidazo[1,5-a]quinoxaline-8-carboxamide NC=1C=2N(C3=CC(=C(C=C3N1)C(F)(F)F)C(=O)N(C1COCC3=CC(=CC=C13)C(F)(F)F)C)C=NC2